endo-N~5~-(7-cyano-7-azabicyclo[2.2.1]heptan-2-yl)-N~1~-cyclopropyl-2,3-dihydro-1H-indole-1,5-dicarboxamide C(#N)N1C2C(CC1CC2)NC(=O)C=2C=C1CCN(C1=CC2)C(=O)NC2CC2